Ethyl (E)-4-{[3-(8-chloro-2-methyl-4,5-dihydropyrazolo-[3,4-b][1]-benzazepin-10(2H)-yl)propyl]amino}but-2-enoate ClC1=CC2=C(CCC=3C(N2CCCNC/C=C/C(=O)OCC)=NN(C3)C)C=C1